2-(methoxycarbonyl)biphenyl-4-ylboronic acid COC(=O)C1=C(C=CC(=C1)B(O)O)C1=CC=CC=C1